N-[4-(3-Cyanophenyl)-5-(2,6-dimethyl-4-pyridyl)thiazol-2-yl]-5,8-diazaspiro[3.5]nonan-5-carboxamid C(#N)C=1C=C(C=CC1)C=1N=C(SC1C1=CC(=NC(=C1)C)C)NC(=O)N1C2(CCC2)CNCC1